(3R*,4R*)-1-Cyclohexyl-4-{[5-(2,4-difluoro-phenyl)-isoxazole-3-carbonyl]-amino}-piperidine-3-carboxylic acid ((R)-1-cyclobutyl-ethyl)-amide C1(CCC1)[C@@H](C)NC(=O)[C@@H]1CN(CC[C@H]1NC(=O)C1=NOC(=C1)C1=C(C=C(C=C1)F)F)C1CCCCC1 |o1:9,14|